1-(2-hydroxyl-ethyl)-3-methylimidazolium bromide [Br-].OCCN1C=[N+](C=C1)C